ClC=1C=C(C=CC1)[C@H](C(=O)N1CC2=C(N=C(NC2=O)C(C)(C)C2=CC=CC=C2)CC1)O (R)-6-(2-(3-chlorophenyl)-2-hydroxyacetyl)-2-(2-phenylpropan-2-yl)-5,6,7,8-tetrahydropyrido[4,3-d]pyrimidin-4(3H)-one